C1(=CC=CC=C1)[B-](C1=CC=CC=C1)(C1=CC=CC=C1)C1=CC=CC=C1.C(C)(C)(C)C1=CC=C(C=C1)[I+]C1=CC=C(C=C1)C(C)(C)C bis(4-tert-butyl-phenyl)iodonium tetraphenylborate